FC1=CC=C(C=C1)C(C(C)(C)C)N1N=CC(=C1)C1=NC(=NC=C1)C1=C(C=2N(C=C1)N=C(N2)N)C 7-(4-(1-(1-(4-fluorophenyl)-2,2-dimethylpropyl)-1H-pyrazol-4-yl)pyrimidin-2-yl)-8-methyl-[1,2,4]triazolo[1,5-a]pyridin-2-amine